(5-(2,6-dichloro-4-(6-cyano-3,5-dioxo-4,5-dihydro-1,2,4-triazin-2(3H)-yl)phenoxy)-3-isopropyl-2-oxopyridin-1(2H)-yl)methyl valinate N[C@@H](C(C)C)C(=O)OCN1C(C(=CC(=C1)OC1=C(C=C(C=C1Cl)N1N=C(C(NC1=O)=O)C#N)Cl)C(C)C)=O